ClC1=CC=C2C(=N1)N=C(N2)CN2C(N1C(C(=NC=C1)C1=C(C=C(C=C1)OC)Cl)=C2)=O 2-({5-chloro-1H-imidazo[4,5-b]pyridin-2-yl}methyl)-8-(2-chloro-4-methoxyphenyl)-2H,3H-imidazo[1,5-a]pyrazin-3-one